N-(4-carboxybenzyl)-N,N-dimethyl-dodecyl-ammonium chloride [Cl-].C(=O)(O)C1=CC=C(C[N+](C)(C)CCCCCCCCCCCC)C=C1